ClC1=C(C=2N(C=C1)C(=CN2)S(=O)(=O)NC=2C(=NC(=C(C2)F)OCC(F)F)OC)C#N 7-chloro-8-cyano-N-[6-(2,2-difluoroethoxy)-5-fluoro-2-methoxy-3-pyridinyl]imidazo[1,2-a]pyridine-3-sulfonamide